C(C=C)N1N(C2=NC(=NC=C2C1=O)NC=1C=C2C(NCC2=CC1)=O)C1=NC(=CC=C1)C(C)(C)O 2-allyl-1-(6-(2-hydroxypropan-2-yl)pyridin-2-yl)-6-((3-oxoisoindolin-5-yl)amino)-1H-pyrazolo[3,4-d]pyrimidin-3(2H)-one